C(=O)(OC(C)(C)C)N1C[C@@H](CCCC1)N (R)-1-Boc-3-aminoazepane